SCC#CC1=CN([C@H]2C[C@H](O)[C@@H](CO)O2)C=2N=C(NC(C12)=O)N 7-deaza-7-(3-mercaptopropynyl)-2'-deoxyguanosine